(S)-(5-(4-(3-ethylmorpholino)-6-((methylsulfonyl)methyl)pyrimidin-2-yl)-1H-pyrrolo[3,2-b]pyridin-2-yl)methanol C(C)[C@H]1COCCN1C1=NC(=NC(=C1)CS(=O)(=O)C)C1=CC=C2C(=N1)C=C(N2)CO